COC1=C(C=CC(=C1)S(=O)(=O)C)NCC#CC=1N(C=2C=CC=C(C2C1)NC1CCC(CC1)N1CCC(CC1)OC)CC(F)(F)F 2-(3-((2-methoxy-4-(methylsulfonyl)phenyl)amino)prop-1-yn-1-yl)-N-((1S,4S)-4-(4-methoxypiperidin-1-yl)cyclohexyl)-1-(2,2,2-trifluoroethyl)-1H-indol-4-amine